ethyl (1-(1-(bicyclo[3.3.1]nonan-9-yl)piperidin-4-yl)-5-fluoro-2-oxoindolin-3-yl)carbamate C12CCCC(CCC1)C2N2CCC(CC2)N2C(C(C1=CC(=CC=C21)F)NC(OCC)=O)=O